1,3-dioxoisobenzofuran-5-carboxylic anhydride O=C1OC(C2=CC(=CC=C12)C(=O)OC(=O)C=1C=C2C(OC(C2=CC1)=O)=O)=O